CN1C[C@@H](CCC1)NC1=NN=C(C2=CC=CC=C12)C1=C(C=C(C=C1)C#CC)O 2-(4-{[(3R)-1-methylpiperidin-3-yl]amino}phthalazin-1-yl)-5-(prop-1-yn-1-yl)phenol